C(#N)[C@@]1(CC12CC2)C=2C=C1C=C(N=CC1=CC2)NC(=O)C2CC(C2)OC (1R,3R)-N-(6-(1-cyanospiro[2.2]pentan-1-yl)isoquinolin-3-yl)-3-methoxycyclobutane-1-carboxamide